(R)-β-hydroxypentanoate O[C@@H](CC(=O)[O-])CC